(R)-4-(2-acryloyl-1,2,3,4-tetrahydroisoquinolin-5-yl)-3-cyano-5-fluoro-2-methyl-1H-indole-7-carboxamide C(C=C)(=O)N1CC2=CC=CC(=C2CC1)C1=C2C(=C(NC2=C(C=C1F)C(=O)N)C)C#N